FC=1C=C(C=C2C=CC=NC12)B1OC(C(O1)(C)C)(C)C 8-Fluoro-6-(4,4,5,5-tetramethyl-1,3,2-dioxaborolan-2-yl)quinoline